3,8-dicyclohexyl-pyrene-1,6-diamine C1(CCCCC1)C=1C=C(C=2C=CC3=C(C=C(C=4C=CC1C2C43)N)C4CCCCC4)N